FC=1C=C(N)C=C(C1)C1=CC=C2C(=N1)C(=CN2)C2=CC=CC=C2 3-fluoro-5-(3-phenyl-1H-pyrrolo[3,2-b]pyridin-5-yl)aniline